butyl 4-(6-((4-(4-(1-((tert-butoxycarbonyl)amino)ethyl)-8-fluoroquinolin-6-yl)-5-fluoropyrimidin-2-yl)amino)pyridin-3-yl)piperidine-1-carboxylate C(C)(C)(C)OC(=O)NC(C)C1=CC=NC2=C(C=C(C=C12)C1=NC(=NC=C1F)NC1=CC=C(C=N1)C1CCN(CC1)C(=O)OCCCC)F